2-hydroxyoctanoic acid sodium [Na].OC(C(=O)O)CCCCCC